1-(5-[(5-chlorothiophen-2-yl)methyl]amino-3-(3-methylpiperidin-3-yl)-1H-pyrazol-1-yl)-3-methoxy-2,2-dimethylpropan-1-one ClC1=CC=C(S1)CNC1=CC(=NN1C(C(COC)(C)C)=O)C1(CNCCC1)C